N1C=NC2=C1C=CC=C2N2CC1N(CC2)CCCC1 2-(1H-benzo[d]imidazol-4-yl)-octahydro-1H-pyrido[1,2-a]pyrazine